4-(methoxymethyl)-1-((4-phenoxybenzoyl)glycyl)pyrrolidine-2-carboxylic acid COCC1CC(N(C1)C(CNC(C1=CC=C(C=C1)OC1=CC=CC=C1)=O)=O)C(=O)O